6-amino-2,4(1H,3H)-quinazolinedione NC=1C=C2C(NC(NC2=CC1)=O)=O